C(C)(C)OC1=CC(=C2C=C(NC2=C1)C(=O)O)N1CCCCC1 6-Isopropoxy-4-(1-piperidinyl)indole-2-carboxylic acid